5-bromo-2-(2-methoxyethyl)-2H-indazole BrC1=CC2=CN(N=C2C=C1)CCOC